ClC=1N=CC2=C(N1)N(C(C=C2C)=O)C2CCOCC2 2-chloro-5-methyl-8-(tetrahydro-2H-pyran-4-yl)pyrido[2,3-d]pyrimidin-7(8H)-one